3-(3-((2-((2-methyl-4-(piperazin-1-yl)phenyl)amino)-5-(trifluoromethyl)pyrimidin-4-yl)amino)propyl)-1,3-oxazinan-2-one CC1=C(C=CC(=C1)N1CCNCC1)NC1=NC=C(C(=N1)NCCCN1C(OCCC1)=O)C(F)(F)F